NC=1C=2N(C=C(N1)C=C)C(=CN2)C=2C=C(C=CC2C)C(C(F)F)(C)O 2-(3-(8-amino-6-vinylimidazo[1,2-a]pyrazin-3-yl)-4-methylphenyl)-1,1-difluoropropan-2-ol